2-amino-9-((4S,5R)-5-ethynyl-4-hydroxy-5-(hydroxymethyl)tetrahydrofuran-2-yl)-9H-purin-6-ol NC1=NC(=C2N=CN(C2=N1)C1O[C@@]([C@H](C1)O)(CO)C#C)O